N1=CC(=CC=C1)C=1SC(=CC1)C=1C=NC=CC1 2,5-bis(pyridin-3-yl)thiophene